3-cyclobutoxy-5-((pyrrolidin-1-ylsulfonyl)carbamoyl)benzoic acid C1(CCC1)OC=1C=C(C(=O)O)C=C(C1)C(NS(=O)(=O)N1CCCC1)=O